C(C)OC(=O)C1C(NC(C1)=O)(C)C.BrC1=C(C(=CC=C1)O)C(C)=O 1-(2-bromo-6-hydroxyphenyl)ethanone ethyl-2,2-dimethyl-5-oxo-pyrrolidine-3-carboxylate